(E)-N-ethyl-2-methyl-propionamide C(C)NC(C(C)C)=O